N1(N=CC=C1)CC=1C=CC(=NC1OC)C(=O)NS(=O)C1=C(C=CC(=C1)C(COCC1=CC=CC=C1)(C)C)OC 5-((1H-pyrazol-1-yl)methyl)-N-((5-(1-(benzyloxy)-2-methylpropan-2-yl)-2-methoxyphenyl)sulfinyl)-6-methoxypicolinamide